NC=1C=C(C(=NC1)C(F)(F)F)C1=C(C=2N=C(N=C(C2C=N1)N1C[C@H]2CC[C@@H](C1)N2C(=O)OC(C)(C)C)OCC(F)(F)F)F tert-butyl (1R,5S)-3-(7-(5-amino-2-(trifluoromethyl)pyridin-3-yl)-8-fluoro-2-(2,2,2-trifluoroethoxy)pyridino[4,3-d]pyrimidin-4-yl)-3,8-diazabicyclo[3.2.1]octan-8-formate